5-fluoro-2-(3-oxa-8-azabicyclo[3.2.1]octan-8-yl)-4-(4,4,5,5-tetramethyl-1,3,2-dioxaborolan-2-yl)benzonitrile FC=1C(=CC(=C(C#N)C1)N1C2COCC1CC2)B2OC(C(O2)(C)C)(C)C